6-[6-[[(3R)-1-Ethyl-3-piperidyl]amino]-4-methyl-pyridazin-3-yl]-1H-indole-3-carbonitrile C(C)N1C[C@@H](CCC1)NC1=CC(=C(N=N1)C1=CC=C2C(=CNC2=C1)C#N)C